C(C)(=O)C1=C(C=CC=C1)NC(=O)C1=NC=CN=C1 N-(2-acetylphenyl)pyrazine-2-carboxamide